(2R,4R)-1-(3-chloro-2-fluorobenzyl)-4-((5-fluoro-6-methyl-2-((5-methyl-1H-pyrazol-3-yl)amino)pyrimidin-4-yl)methyl)-2-methyl-piperidine-4-carboxylic acid ClC=1C(=C(CN2[C@@H](C[C@@](CC2)(C(=O)O)CC2=NC(=NC(=C2F)C)NC2=NNC(=C2)C)C)C=CC1)F